(3S)-1-(6-Chloropyridin-3-yl)piperidin-3-amine trifluoroacetate FC(C(=O)O)(F)F.ClC1=CC=C(C=N1)N1C[C@H](CCC1)N